FC=1C=C(C=C(C1)F)NC=O N-(3,5-difluorophenyl)carboxamide